S1C=C(C=C1)C1=NOC(O1)=O 3-(thiophen-3-yl)-1,4,2-dioxazol-5-one